(4-(((3R,4R)-1-(2-cyanoacetyl)-4-methylpiperidin-3-yl) (methyl)amino)-7H-pyrrolo[2,3-d]pyrimidin-7-yl)methyl 2-(3-benzoylphenyl)propanoate C(C1=CC=CC=C1)(=O)C=1C=C(C=CC1)C(C(=O)OCN1C=CC2=C1N=CN=C2N(C)[C@H]2CN(CC[C@H]2C)C(CC#N)=O)C